7-((1-methylazetidin-3-yl)methyl)-5,6,7,8-tetrahydropyrido[3,4-d]pyrimidine CN1CC(C1)CN1CC=2N=CN=CC2CC1